CN(CC#CC1=CC(=C(OCC(CC2=CN=C(S2C(=O)OCC)NC)OC2OCCCC2)C=C1)F)C ethyl 5-(3-{4-[3-(dimethylamino)prop-1-yn-1-yl]-2-fluorophenoxy}-2-(oxan-2-yloxy)propyl)-2-(methylamino)-1,3-thiazole-1-carboxylate